4,6-dichloro-N-(3-(3-fluorobenzyl)-4-oxo-3,4-dihydroquinazolin-5-yl)-5-hydroxypicolinamide ClC1=CC(=NC(=C1O)Cl)C(=O)NC1=C2C(N(C=NC2=CC=C1)CC1=CC(=CC=C1)F)=O